N,N'-(2,4-dimethylhexane-1,6-diyl)bisaspartate CC(CN[C@@H](CC(=O)[O-])C(=O)[O-])CC(CCN[C@@H](CC(=O)[O-])C(=O)[O-])C